ClC1=C(C(=O)O)C=C(C=C1C)NC(=O)[C@@H]1C([C@H]1C1=CC(=C(C=C1)Cl)Cl)(Cl)Cl 2-chloro-5-((1R,3R)-2,2-dichloro-3-(3,4-dichlorophenyl)cyclopropane-1-carboxamido)-3-methylbenzoic acid